Bicyclononyne C1CCCC(C#CCC1)C2CCCCCCC#C2